3-azabicyclo[3.1.0]Hexane-6-carboxylic acid ethyl ester hydrochloride Cl.C(C)OC(=O)C1C2CNCC12